2-methylisoindolin-1,3-dione CN1C(C2=CC=CC=C2C1=O)=O